phospholanolate P1(CCCC1)[O-]